NC(CCN(NC([C@H](CC1CCCCC1)NC(=O)C=1N=C2N(C=CC=C2)C1)=O)C(C(F)Cl)=O)=O N-((2S)-1-(2-(3-amino-3-oxopropyl)-2-(2-chloro-2-fluoroacetyl)hydrazino)-3-cyclohexyl-1-oxo-propan-2-yl)imidazo[1,2-a]Pyridine-2-carboxamide